C(C)(C)(C)C1=CC(=CC2=CC=CC=C12)C1=NC=C(C#N)C(=C1)C=1SC(=CC1)CC(C)(C)C 6-(4-(tert-butyl)naphthalen-2-yl)-4-(5-neopentylthiophen-2-yl)nicotinonitrile